hafnium bis(ethyl-(isopropyl)amino)hafnium C(C)N(C(C)C)[Hf]N(CC)C(C)C.[Hf]